(2S)-1-(hexyloxy)-3-[(11Z,14Z)-eicosan-11,14-dien-1-yloxy]-N,N-dimethylpropane-2-amine C(CCCCC)OC[C@@H](COCCCCCCCCCC\C=C/C\C=C/CCCCC)N(C)C